3-[(2-carboxyethyl-oxogermyl)oxy-germyl]propionic acid C(=O)(O)CC[Ge](O[GeH2]CCC(=O)O)=O